1-Ethyl-3-(3-methylenediaminophenyl)Carbodiimide C(C)N=C=NC=1C(C(C(=CC1)N)=C)N